2,3,3a,4,5,9b-hexahydro-1H-benzo[g]indole N1CCC2CCC3=C(C12)C=CC=C3